benzoic amide C(C1=CC=CC=C1)(=O)N